C(C)(=O)N1C2C(CC(C1)C2)CC(=O)NC2=NC=C(C(=C2)C2=C1N(N=C2)CC(C1)(C)C)Cl (2-acetyl-2-azabicyclo[2.2.1]heptan-6-yl)-N-(5-chloro-4-(5,5-dimethyl-5,6-dihydro-4H-pyrrolo[1,2-b]pyrazol-3-yl)pyridin-2-yl)acetamide